N-methyl-5,6-dihydroxyindole CN1C=CC2=CC(=C(C=C12)O)O